1-((6-methoxy-1-methyl-1H-benzimidazol-7-yl)methyl)-3-(3-methylphenyl)urea COC=1C=CC2=C(N(C=N2)C)C1CNC(=O)NC1=CC(=CC=C1)C